OCC1CC2(C1)NC(NC(C2)=O)=O 2-(hydroxymethyl)-5,7-diazaspiro[3.5]nonane-6,8-dione